CN(CCOC=1C=CC(=C(C(=O)N[C@H](C)C2=CC(=CC(=C2)C=2C=NN(C2)C)C=2N=C(SC2)OC)C1)C)C (R)-5-(2-(dimethylamino)ethoxy)-N-(1-(3-(2-methoxythiazol-4-yl)-5-(1-methyl-1H-pyrazol-4-yl)phenyl)ethyl)-2-methylbenzamide